C(C)(=O)OCC1=[N+](C=CC(=C1F)C(COC(=O)[C@@H]1CCC2CC(=CC(N12)=O)C1=C(C(=CC=C1N1N=NN=C1)Cl)F)=O)[O-] 2-(acetoxymethyl)-4-(2-(((3S)-7-(3-chloro-2-fluoro-6-(1H-tetrazol-1-yl)phenyl)-5-oxo-1,2,3,5,8,8a-hexahydroindolizine-3-carbonyl)oxy)acetyl)-3-fluoropyridine 1-oxide